FC(C=1C=CC=2NC3=CC=C(C=C3C2C1)C(F)(F)F)(F)F 3,6-bistrifluoromethylcarbazole